NCC1=CC=C(C=C1)COC1=CC=C(C=N1)NC(=O)NCC=1C=C2CN(C(C2=CC1)=O)C1C(NC(CC1)=O)=O 1-(6-{[4-(aminomethyl)phenyl]methoxy}pyridin-3-yl)-3-{[2-(2,6-dioxopiperidin-3-yl)-1-oxo-2,3-dihydro-1H-isoindol-5-yl]methyl}urea